methyl 8-(5-methylthiazol-2-yl)-3-oxo-4-((tetrahydrofuran-2-yl) methyl)-3,4-dihydro-2H-benzo[b][1,4]oxazine-6-carboxylate CC1=CN=C(S1)C1=CC(=CC2=C1OCC(N2CC2OCCC2)=O)C(=O)OC